Ethyl (3S)-3-(1,4-dimethyl-1H-benzotriazol-5-yl)-3-{7-[(8'-hydroxy-3'H-spiro[cyclopropane-1,2'-Pyrido[3,4-f][1,4]oxazepine]-4'(5'H)-yl)methyl]-1-benzothiophen-5-yl}propanoate CN1N=NC2=C1C=CC(=C2C)[C@@H](CC(=O)OCC)C=2C=C(C1=C(C=CS1)C2)CN2CC1(OC3=C(C2)C=NC(=C3)O)CC1